tricresylphosphoric acid C1(=CC=C(C=C1)C)OP(OC1=CC=C(C=C1)C)(OC1=CC=C(C=C1)C)=O